5-bromo-2-fluoro-1,3-dimethylbenzene BrC=1C=C(C(=C(C1)C)F)C